ClC1=CC=C(C=C1)C(/C=C/C1=CC=C(C=C1)\C=C/1\C(N(C(S1)=S)[C@H](C(=O)O)CC1=CC=CC=C1)=O)=O (2S)-2-[(5Z)-5-[[4-[(E)-3-(4-Chlorophenyl)-3-oxoprop-1-enyl]phenyl]methylidene]-4-oxo-2-sulfanylidene-1,3-thiazolidin-3-yl]-3-phenylpropanoic acid